C(C)(C)(C)C=1N=C(C(=NC1C)C(=O)O)C 5-tert-butyl-3,6-dimethyl-pyrazine-2-carboxylic acid